3-chloro-5-[1-(4-hydroxyphenyl)-1-methyl-ethyl]-2-pentoxy-benzonitrile ClC=1C(=C(C#N)C=C(C1)C(C)(C)C1=CC=C(C=C1)O)OCCCCC